ClC1=CC=CC=C1Cl 2,3-dichlorobenzene